FC=1C(=NC(=NC1)N[C@H]1[C@@H](CN(CC1)S(=O)(=O)C)O)C=1C=C(C2=C(N(C(=N2)C)C(C)C)C1)F (3r,4r)-4-({5-fluoro-4-[4-fluoro-2-methyl-1-(propane-2-yl)-1H-benzoimidazol-6-yl]pyrimidin-2-yl}amino)-1-(methylsulfonyl)piperidin-3-ol